3-(4-(1-methyl-4-(trifluoromethyl)-1H-imidazol-2-yl)phenyl)-5-(naphthalen-1-yl)-1,2,4-oxadiazole CN1C(=NC(=C1)C(F)(F)F)C1=CC=C(C=C1)C1=NOC(=N1)C1=CC=CC2=CC=CC=C12